14-(4,4-difluoropiperidine-1-carboxamido)tetradecanoic acid FC1(CCN(CC1)C(=O)NCCCCCCCCCCCCCC(=O)O)F